3-[2-(5-fluoro-2,4-dimethoxypyridin-3-yl)-1-methylpyrrolo[2,3-c]pyridin-5-yl]-1-[2-(piperazin-1-yl)ethyl]urea FC=1C(=C(C(=NC1)OC)C1=CC=2C(=CN=C(C2)NC(NCCN2CCNCC2)=O)N1C)OC